methyl 9-(3-(tert-butoxy)-3-oxopropyl)-4-oxo-4,5-dihydropyrrolo[1,2-a]quinoxaline-7-carboxylate C(C)(C)(C)OC(CCC=1C=C(C=C2NC(C=3N(C12)C=CC3)=O)C(=O)OC)=O